COC=1C=CC2=C(C=C(O2)C=2N=C3N(C=C(C=C3)C#N)C2NC)C1 2-(5-Methoxy-1-benzo-furan-2-yl)-3-(methylamino)imidazo[1,2-a]pyridine-6-carbonitrile